6-chloro-2-((S)-3-methylmorpholine-4-carbonyl)-1,2,3,4-tetrahydroisoquinoline ClC=1C=C2CCN(CC2=CC1)C(=O)N1[C@H](COCC1)C